2-(3-cyclopropyl-1H-pyrazol-1-yl)-N-(4,4-difluorocyclohexyl)-6-morpholinopyrimidin-4-amine C1(CC1)C1=NN(C=C1)C1=NC(=CC(=N1)NC1CCC(CC1)(F)F)N1CCOCC1